[Na+].C(CCCCCCCCCCC)N(CCC(=O)O)CCC(=O)[O-] 3,3'-(dodecylimino)dipropionic acid monosodium salt